OC=1C=CC(=C2C=CC=NC12)N[C@@H]1CNCC1 (3S)-3-[(8-hydroxy-5-quinolyl)amino]Pyrrolidine